(1S,3aR,6aS)-2-{1-[(benzyloxy)carbonyl]-4-methoxyindole-2-carbonyl}-hexahydro-1H-cyclopenta[c]pyrrole-1-carboxylic acid C(C1=CC=CC=C1)OC(=O)N1C(=CC2=C(C=CC=C12)OC)C(=O)N1[C@@H]([C@@H]2[C@H](C1)CCC2)C(=O)O